Cl.ClC=1C(=C(C=CC1Cl)N1C=CC=2C=3C1=NC=NC3C=C(C2OC2CCNCC2)OC)F 4-(3,4-dichloro-2-fluorophenyl)-8-methoxy-7-(piperidin-4-yloxy)-4H-pyrido[2,3,4-de]quinazoline hydrochloride